CC1=CC=C2C=C(C(NC2=C1C)=O)C=O 1,2-DIHYDRO-7,8-DIMETHYL-2-OXO-QUINOLINE-3-CARBOXALDEHYDE